2-(4-amino-1-tert-butyl-pyrazolo[3,4-d]pyrimidin-3-yl)-3-chloro-N-[3-(1-piperidinyl)propyl]-1H-indole-6-carboxamide NC1=C2C(=NC=N1)N(N=C2C=2NC1=CC(=CC=C1C2Cl)C(=O)NCCCN2CCCCC2)C(C)(C)C